CC=1OC2=C(C1)C=CC=C2N2C(N(C(NC2=O)=O)C2=CC(=C(C=C2)OC2=CC=CC=C2)C)=O 1-(2-methyl-1-benzofuran-7-yl)-3-(3-methyl-4-phenoxyphenyl)-1,3,5-triazinane-2,4,6-trione